ClCC1=NSC(=N1)NC(=O)C1=C(OC(=C1)C1=CC(=CC=C1)OC(F)F)C(F)(F)F N-(3-(chloromethyl)-1,2,4-thiadiazol-5-yl)-5-(3-(difluoromethoxy)phenyl)-2-(trifluoro-methyl)furan-3-carboxamide